7-beta-hydroxycholesterol C[C@H](CCCC(C)C)[C@H]1CC[C@@H]2[C@@]1(CC[C@H]3[C@H]2[C@@H](C=C4[C@@]3(CC[C@@H](C4)O)C)O)C